BrC1=C(C(=CC=C1)F)CCO 2-(2-bromo-6-fluorophenyl)ethanol